4-(1-(3-(4-(2-(2,6-dioxopiperidin-3-yl)-1,3-dioxoisoindolin-4-yl)piperazin-1-yl)propyl)-1H-pyrazol-4-yl)-N-(2-(((S)-2-methylpyrrolidin-1-yl)methyl)-1H-benzo[d]imidazol-5-yl)benzamide O=C1NC(CCC1N1C(C2=CC=CC(=C2C1=O)N1CCN(CC1)CCCN1N=CC(=C1)C1=CC=C(C(=O)NC2=CC3=C(NC(=N3)CN3[C@H](CCC3)C)C=C2)C=C1)=O)=O